BrC1=CC(=NC=C1)C1=NN=CN1 4-bromo-2-(4H-1,2,4-triazol-3-yl)pyridine